(4aR,8aS)-6-[3-(S or R)-[1-(2-Chloro-4-fluorophenyl)ethoxy]azetidine-1-carbonyl]-4,4a,5,7,8,8a-hexahydropyrido[4,3-b][1,4]oxazin-3-one ClC1=C(C=CC(=C1)F)[C@H](C)OC1CN(C1)C(=O)N1C[C@@H]2[C@@H](OCC(N2)=O)CC1 |o1:8|